Ethenesulfonic acid chloride C(=C)S(=O)(=O)Cl